OC(C(=O)N)CCCCCC 2-hydroxyoctanoamide